BrC1=CN=C2C(=CC(=NC2=C1)OC[C@H]1N(CCC1)C)N1C[C@@H](N(CC1)C(=O)OC(C)(C)C)CC#N tert-Butyl (S)-4-(7-bromo-2-(((S)-1-methylpyrrolidin-2-yl)methoxy)-1,5-naphthyridin-4-yl)-2-(cyanomethyl)piperazine-1-carboxylate